FC(CCl)(F)F trifluoromonochloroethane